1-(2-deoxy-2-fluoro-β-D-arabinofuranosyl)-5-bromouracil F[C@@H]1[C@@H](O[C@@H]([C@H]1O)CO)N1C(=O)NC(=O)C(=C1)Br